NC1=NC=C(C=N1)C(=O)N[C@@H]1C([C@H](C1(C)C)OC1=CC(=C(C=C1)C#N)Cl)(C)C trans-2-amino-N-[3-(3-chloro-4-cyanophenoxy)-2,2,4,4-tetramethylcyclobutyl]pyrimidine-5-carboxamide